(R)-2-isopropyl-1-methylpiperazine trifluoroacetate FC(C(=O)O)(F)F.C(C)(C)[C@H]1N(CCNC1)C